ClC1=NC(=C2C(=N1)N(N=C2)[C@H]2[C@@H]([C@@H]([C@H](O2)COCP(O)(O)=O)O)O)N(C)CC2=C(C=CC=C2)Cl ((((2R,3S,4R,5R)-5-(6-chloro-4-((2-chlorobenzyl)(methyl)amino)-1H-pyrazolo[3,4-d]pyrimidin-1-yl)-3,4-dihydroxytetrahydrofuran-2-yl)methoxy)methyl)phosphonic acid